ClC1=NN(C=C1C1=NC=CC(=N1)NC=1N=CC2=C(C=NC(=C2C1)C(C)C)N1[C@@H]([C@H](C1)CS(=O)(=O)C)C)C N-(2-(3-Chloro-1-methyl-1H-pyrazol-4-yl)pyrimidin-4-yl)-5-isopropyl-8-((2R,3S)-2-methyl-3-((methanesulfonyl)methyl)azetidin-1-yl)-2,6-diazanaphthalen-3-amine